C(CC(=C)C)NS(=O)(=O)C1=CC=C(C=C1)C1=CC=C(C=C1)C#C N-isopentenyl-4'-acetylenyl-4-biphenylsulfonamide